CC(C=CB1OC(C(O1)(C)C)(C)C)(C)C 2-(3,3-dimethylbut-1-en-1-yl)-4,4,5,5-tetramethyl-1,3,2-dioxaborolane